OCC(=O)O.NCCC 3-aminopropane hydroxyacetate